ClC=1C=C(C=CC1)C(C1=C(C=C(C=C1)C)C)NC(=O)C1(CC1)C=1C=C2C(=CNC2=CC1)CCOP(=O)([O-])[O-].[Na+].[Na+].C1=CC=CC(=C1)C1=CC=CC=C1 5,6'-biphenyl disodium 2-[5-(1-{[(3-chlorophenyl)(2,4-dimethylphenyl)methyl]carbamoyl}cyclopropyl)-1H-indol-3-yl]ethyl-phosphate